ethyl 2-(2-((4-(3-(aminomethyl)phenyl)-1-(cyclopropylmethyl)-1H-indazol-6-yl)methoxy)phenyl)acetate NCC=1C=C(C=CC1)C1=C2C=NN(C2=CC(=C1)COC1=C(C=CC=C1)CC(=O)OCC)CC1CC1